C(C)(C)(C)C=1C=C(C=C(C1O)C(C)(C)C)CCC(=O)OCC(COC(CCC1=CC(=C(C(=C1)C(C)(C)C)O)C(C)(C)C)=O)(COC(CCC1=CC(=C(C(=C1)C(C)(C)C)O)C(C)(C)C)=O)COC(CCC1=CC(=C(C(=C1)C(C)(C)C)O)C(C)(C)C)=O pentaerythritol-tetrakis-[3-(3,5-di-t-butyl-4-Hydroxyphenyl) propionate]